methyl (1S,2S)-2-[(7-chloro-2,3-dihydro-1-benzofuran-6-yl)carbonyl]cyclopropane-1-carboxylate ClC1=C(C=CC=2CCOC21)C(=O)[C@@H]2[C@H](C2)C(=O)OC